C(C)(C)(C)C1CCC(CC1)N(C(C1=CC(C(=O)N)=CC(=C1)NC(=O)C1CCC(CC1)C(C)C)=O)C1CCC(CC1)C(C)(C)C N,N-bis(4-t-butylcyclohexyl)-5-(4-isopropylcyclohexylcarbonylamino)isophthalamide